C1(O)=C(O)C(=CC=C1)B([O-])[O-] catechol-boronate